2-fluoro-1-(6-{[1-methyl-4-(6-methylpyridin-3-yl)-1H-1,2,3-triazol-5-yl]methoxy}-1,2,3,4-tetrahydro-2,7-naphthyridin-2-yl)ethan-1-one FCC(=O)N1CC2=CN=C(C=C2CC1)OCC1=C(N=NN1C)C=1C=NC(=CC1)C